C1(CC1)C1=C(C=C2C=NN(C2=C1)C=1C=C(C(=C(C1)O)F)F)N1CCN(CC1)S(=O)(=O)C 5-(6-Cyclopropyl-5-(4-(meth-ylsulfonyl)piperazin-1-yl)-1H-indazol-1-yl)-2,3-difluoro-phenol